C1(CCCCC1)NC(=O)NC1=NC2=CC(=CC=C2N=C1)C=1C=NC(=CC1)OCCCN(C)C 1-cyclohexyl-3-(7-(6-(3-(dimethylamino)propoxy)pyridin-3-yl)quinoxalin-2-yl)urea